F[B-](F)(F)F.C(CCC)[P+](C1=CC=CC=C1)(C1=CC=CC=C1)C1=CC=CC=C1 butyltriphenylphosphonium tetrafluoroborate